OCC1CC(CC(O1)=O)(C)C 6-(hydroxymethyl)-4,4-dimethyltetrahydro-2H-pyran-2-one